N-(4-(1-methyl-1H-indazol-4-yl)-but-3-yn-2-yl)piperazine-1-carboxamide hydrochloride Cl.CN1N=CC2=C(C=CC=C12)C#CC(C)NC(=O)N1CCNCC1